FC1(CN(C1)C1=NC(=CC(=N1)N)C)F 2-(3,3-difluoroazetidin-1-yl)-6-methylpyrimidin-4-amine